ClC1=NC=C(C(=N1)OCC1=CC=C(C=C1)C=1N(C=C(N1)C(F)(F)F)C)OCC1(CC1)C(F)(F)F 2-Chloro-4-[[4-[1-methyl-4-(trifluoromethyl)imidazol-2-yl]phenyl]methoxy]-5-[[1-(trifluoromethyl)cyclopropyl]methoxy]pyrimidine